2-Methyl-3,5-diethyl-4-isobutoxy-phenol CC1=C(C=C(C(=C1CC)OCC(C)C)CC)O